methyl 1-(5-(2,3-dihydrobenzofuran-6-yl)-2,3-dihydro-1H-inden-1-yl)piperidine-4-carboxylate O1CCC2=C1C=C(C=C2)C=2C=C1CCC(C1=CC2)N2CCC(CC2)C(=O)OC